2-(2-fluorophenyl)-N-{4-[4-(2-hydroxypropan-2-yl)-1H-pyrazol-1-yl]-3-sulfamoylphenyl}acetamide FC1=C(C=CC=C1)CC(=O)NC1=CC(=C(C=C1)N1N=CC(=C1)C(C)(C)O)S(N)(=O)=O